C(C(C)C)OC(=O)OCC1=C(N2C(CC2C1C)=O)C(=O)O (((isobutoxycarbonyl)oxy)methyl)-4-methyl-7-oxo-1-azabicyclo[3.2.0]hept-2-ene-2-carboxylic acid